(E)-2-benzyl-3-phenyl-5-p-phenylphenylmethyl-isoxazolidine C(C1=CC=CC=C1)N1OC(CC1C1=CC=CC=C1)CC1=CC=C(C=C1)C1=CC=CC=C1